C(C)N1N=CC(=C1)C1=NC(=C(C2=C1C(NC2)=O)F)N[C@H]2[C@H](CCCC2)NC(OC(C)(C)C)=O tert-butyl (1S,2R)-2-(4-(1-ethyl-1H-pyrazol-4-yl)-7-fluoro-3-oxo-2,3-dihydro-1H-pyrrolo[3,4-c]pyridin-6-ylamino)cyclohexylcarbamate